tert-butyl 1-oxa-6-azaspiro[2.5]octane-6-carboxylate O1CC12CCN(CC2)C(=O)OC(C)(C)C